6-Amino-5-(2-(but-2-enamido)propoxy)pyrimidin NC1=C(C=NC=N1)OCC(C)NC(C=CC)=O